6-Hydroxy-2-(pyridin-2-yl)-3,4-dihydroisoquinolin-1(2H)-one OC=1C=C2CCN(C(C2=CC1)=O)C1=NC=CC=C1